C(CCCCCCCCC)(=O)O[C@@H]1[C@](O[C@H](C1)N1C2=NC(=NC(=C2N=C1)N)F)(CO[P@](=O)(OC1=CC=CC=C1)N[C@H](C(OCCCCCCCCCCCCCC)=O)CC1=CC=CC=C1)C#C (2R,3S,5R)-5-(6-Amino-2-fluoro-9H-purin-9-yl)-2-ethynyl-2-((((S)-(((S)-1-oxo-3-phenyl-1-(tetradecyloxy)propan-2-yl)amino)(phenoxy)phosphoryl)oxy) methyl)tetrahydrofuran-3-yl decanoate